Boron Phosphorus [P].[B]